N=1N(N=CC1)C=1C=C(C=C(C1)C(F)(F)F)NC(C1=CC(=C(C=C1)C)C#CC=1C=NC(=C(C1)F)N)=O N-(3-(2H-1,2,3-triazol-2-yl)-5-(trifluoromethyl)phenyl)-3-((6-amino-5-fluoropyridine-3-yl)ethynyl)-4-methylbenzamide